2-(6-(((1R,3S,5S)-8-azabicyclo[3.2.1]octan-3-yl)(methyl)amino)pyridazin-3-yl)-5-(1H-pyrazol-4-yl)phenol [C@H]12CC(C[C@H](CC1)N2)N(C2=CC=C(N=N2)C2=C(C=C(C=C2)C=2C=NNC2)O)C